S1C(=NC2=C1C=CC=C2)C2=C(SC=1CN(CCC12)C(=O)OC(C)(C)C)NC(C(=O)OCC)=O tert-butyl 3-(benzo[d]thiazol-2-yl)-2-(2-ethoxy-2-oxoacetylamino)-4,7-dihydrothieno[2,3-c]pyridine-6(5H)-carboxylate